(3aR,6aS)-5-(4-bromophenyl)-5-hydroxyhexahydrocyclopenta[c]Pyrrole BrC1=CC=C(C=C1)C1(C[C@@H]2[C@@H](CNC2)C1)O